CCC(C)CCCC(C)CCCC(C)CCCC(C)C Phytan